N-[4-(4-amino-5-{3-fluoro-4-[(4-methylpyrimidin-2-yl)oxy]phenyl}-7-methyl-5H-pyrrolo[3,2-d]pyrimidin-6-yl)-3-fluoro-5-methylphenyl]acrylamide NC=1C2=C(N=CN1)C(=C(N2C2=CC(=C(C=C2)OC2=NC=CC(=N2)C)F)C2=C(C=C(C=C2C)NC(C=C)=O)F)C